NCCCCCCCCCCCC(=O)NCC(=O)N1[C@@H](CN(CC1)C1=NC=C(C=N1)C1=CC=C2C(=N1)N(C(C2=O)(C)C)CC=2C(=NC=CC2)C#N)C 12-amino-N-[2-[(2R)-4-[5-[1-[(2-cyano-3-pyridyl)methyl]-2,2-dimethyl-3-oxo-pyrrolo[2,3-b]pyridin-6-yl]pyrimidin-2-yl]-2-methyl-piperazin-1-yl]-2-oxo-ethyl]dodecanamide